tert-butyl (6-bromopyrazin-2-yl)carbamate BrC1=CN=CC(=N1)NC(OC(C)(C)C)=O